monoethyl (2-((4-(6-((4-chloro-2-fluorobenzyl) oxy) pyridin-2-yl) piperidin-1-yl) methyl)-1-((1-ethyl-1H-imidazol-5-yl) methyl)-1H-thieno[2,3-d]imidazol-5-yl) phosphate P(=O)(OCC)(OC1=CC2=C(N=C(N2CC2=CN=CN2CC)CN2CCC(CC2)C2=NC(=CC=C2)OCC2=C(C=C(C=C2)Cl)F)S1)[O-]